COC(C1=C(C=C(C=C1)C(NCC1=CC=C(C=C1)N1C(=NC=2C1=NC(=CC2)C2=CC=CC=C2)C=2C(=NC=CC2)N)=O)N(C)C)=O.FC(C(C(C(F)(F)F)(F)F)(F)F)(S(=O)(=O)OC2=CC=C(C=C2)Cl)F 4-chlorophenyl perfluorobutyl-sulfonate methyl-4-((4-(2-(2-aminopyridin-3-yl)-5-phenyl-3H-imidazo[4,5-b]pyridin-3-yl)benzyl)carbamoyl)-2-(dimethylamino)benzoate